6-[3-[1-[[7-chloro-5-(trifluoromethyl)-1,3-benzoxazol-2-yl]amino]ethyl]pyrazin-2-yl]pyridine-3-carbonitrile ClC1=CC(=CC=2N=C(OC21)NC(C)C=2C(=NC=CN2)C2=CC=C(C=N2)C#N)C(F)(F)F